C(N)(OCC(Cl)(Cl)Cl)=O 2,2,2-trichloroethyl carbamate